C(C=C)(=O)NC=1C(=CC(=C(C1)NC1=NC=C(C(=N1)N1CC(C2=NC(=CC=C21)C)(C)C)C(=O)OC(C)C)OC)N(C([2H])([2H])[2H])CCN(C)C isopropyl 2-((5-acrylamido-4-((2-(dimethylamino)ethyl)(methyl-d3)amino)-2-methoxy-phenyl)amino)-4-(3,3,5-trimethyl-2,3-dihydro-1H-pyrrolo[3,2-b]pyridin-1-yl)pyrimidine-5-carboxylate